5-chloro-2-[4-(1,3-dioxolan-2-yl)-1-piperidyl]-4-iodo-pyridine ClC=1C(=CC(=NC1)N1CCC(CC1)C1OCCO1)I